BrC1=CC=C(C=C1)NCC1=NN2C(NC3=C(C2=O)CCC3)=N1 2-{[(4-bromophenyl)amino]methyl}-4,5,6,7-tetrahydro-8H-cyclopenta[d][1,2,4]triazolo[1,5-a]pyrimidin-8-one